FC1=CC=C(C=C1)C=1C=C2C(=NC=NC2=C(C1)OCC1=CC(=NO1)O)N[C@H](C)C=1C=NC(=NC1)C(F)(F)F (R)-5-(((6-(4-fluorophenyl)-4-((1-(2-(trifluoromethyl)pyrimidin-5-yl)ethyl)amino)quinazolin-8-yl)oxy)methyl)isoxazol-3-ol